IsoButyric Acid C(C(C)C)(=O)O